C1(=CC=C2C=CC3=CC=CC4=CC=C1C2=C34)S(=O)(=O)O 1-pyrenylsulfonic acid